(E)-3-(dimethylamino)-1-(4-methoxynaphthalen-1-yl)-2-(3,4,5-trimethoxyphenyl)prop-2-en-1-one pyrazine-2-carboxylate N1=C(C=NC=C1)C(=O)O.CN(/C=C(/C(=O)C1=CC=C(C2=CC=CC=C12)OC)\C1=CC(=C(C(=C1)OC)OC)OC)C